4-BROMOBENZYLISOCYANIDE BrC1=CC=C(C[N+]#[C-])C=C1